t-butyl 1-(pyridin-4-ylcarbamoyl)-6-azaspiro[2.5]octane-6-carboxylate N1=CC=C(C=C1)NC(=O)C1CC12CCN(CC2)C(=O)OC(C)(C)C